NC(CCC)C1=CC=CC=C1 1-amino-1-phenylbutane